FCCN1C(=CC2=CC(=CC=C12)C(=O)N[C@@H](CO)C1=CC=C(C=C1)S(=O)(=O)C([2H])([2H])[2H])CC1=C(C=C(C=C1)F)C(F)(F)F 1-(2-fluoroethyl)-2-[[4-fluoro-2-(trifluoromethyl)phenyl]methyl]-N-[(1R)-2-hydroxy-1-[4-(trideuteromethylsulfonyl)phenyl]ethyl]indole-5-carboxamide